C(C)(C)(C)C1=C(C(=CC(=C1)C)C(C)(C)C)O 2,6-di-tertbutyl-4-methylphenol